C1(=CC=CC=C1)P(C=1C=C(C=CC1)S(=O)(=O)[O-])C1=CC=CC=C1 3-diphenylphosphinobenzenesulfonate